F[P-](F)(F)(F)(F)F.CC1=CC=C(C=C1)[I+]C1=CC=C(C=C1)C di(4-methylphenyl)iodonium hexafluorophosphate